O1C=CC2=C1C=CC(=C2)[C@H](C)OC2=CC(N(C(N2)=O)C(C)C)=O (S)-6-(1-(benzofuran-5-yl)ethoxy)-3-isopropylpyrimidine-2,4(1H,3H)-dione